O1C(=NN=C1)C1=C(OC2CCN(CC2)C(=O)N2N=C(C=C2)NS(=O)(=O)C)C=CC=C1C(F)(F)F N-(1-(4-(2-(1,3,4-oxadiazol-2-yl)-3-(trifluoromethyl)phenoxy)piperidine-1-carbonyl)-1H-pyrazol-3-yl)methanesulfonamide